O=C(CCCC1=C(C=C(C(=C1)F)F)F)N1CC=2N(CC1)C(=NN2)C(F)(F)F 4-oxo-4-[3-(trifluoromethyl)-5,6-dihydro-[1,2,4]triazolo[4,3-a]pyrazine-7(8H)-yl]-1-(2,4,5-trifluorophenyl)butan